OC1N(CC(C=C1)=O)C(=O)OC(C)(C)C tert-Butyl 2-hydroxy-5-oxo-5,6-dihydropyridine-1(2H)-carboxylate